ICCC(C)I 1,3-diiodobutane